methyl 1-(4-(4-methyl-1,4-diazepan-1-yl)-3-nitrophenyl)-1H-1,2,3-triazole-4-carboxylate CN1CCN(CCC1)C1=C(C=C(C=C1)N1N=NC(=C1)C(=O)OC)[N+](=O)[O-]